1,3-di(dodecyl)imidazolium formate C(=O)[O-].C(CCCCCCCCCCC)N1C=[N+](C=C1)CCCCCCCCCCCC